ClC=1C=C2C(=NC(=NC2=C(C1C1=C(C(=CC(=N1)N(CC1=CC=C(C=C1)OC)CC1=CC=C(C=C1)OC)C)I)F)F)N1[C@H](COCC1)C 6-(6-chloro-2,8-difluoro-4-((S)-3-methylmorpholino)quinazolin-7-yl)-5-iodo-N,N-bis(4-methoxybenzyl)-4-methylpyridin-2-amine